NC=1C=2N(C=CN1)C(=NC2C2=CC=C(C(=O)NC1=NC=CC=C1)C=C2)[C@H]2N(CCC2)C(\C=C\C2=CC=CC=C2)=O (S,E)-4-(8-amino-3-(1-cinnamoylpyrrolidin-2-yl)imidazo[1,5-a]pyrazin-1-yl)-N-(pyridin-2-yl)benzamide